2-(6-(((1R,3S,5S)-azabicyclo[3.2.1]octan-3-yl)oxy)pyridazin-3-yl)-5-(1H-imidazol-1-yl)phenol N12C[C@H](C[C@H](CC1)C2)OC2=CC=C(N=N2)C2=C(C=C(C=C2)N2C=NC=C2)O